[2-(3-ethoxy-4-methoxyphenyl)ethyl]-6-methyl-4-[(1-methylcyclopropyl)amino]furo[2,3-d]pyrimidine-5-carboxamide C(C)OC=1C=C(C=CC1OC)CCC=1N=C(C2=C(N1)OC(=C2C(=O)N)C)NC2(CC2)C